2-(2,6-bis(3,6-diphenyl-9H-carbazol-9-yl)-4-(pyridin-3-yl)phenyl)benzo[d]oxazole C1(=CC=CC=C1)C=1C=CC=2N(C3=CC=C(C=C3C2C1)C1=CC=CC=C1)C1=C(C(=CC(=C1)C=1C=NC=CC1)N1C2=CC=C(C=C2C=2C=C(C=CC12)C1=CC=CC=C1)C1=CC=CC=C1)C=1OC2=C(N1)C=CC=C2